C(CC)C(C(=O)O)CCC 2-Propylvaleric Acid